(R)-2-(3-(3-chloro-5-(trifluoromethyl)pyridin-2-yloxy)pyrrolidin-1-yl)benzamide ClC=1C(=NC=C(C1)C(F)(F)F)O[C@H]1CN(CC1)C1=C(C(=O)N)C=CC=C1